2-(di-tert-butylphosphino)-2',4',6'-Triisopropylbiphenyl C(C)(C)(C)P(C1=C(C=CC=C1)C1=C(C=C(C=C1C(C)C)C(C)C)C(C)C)C(C)(C)C